4,5,6,7-tetrahydroisoxazolo(5,4-c)pyridin-3(2H)-one-4-d1 O1NC(C2=C1CNCC2[2H])=O